(5-(m-tolylethynyl)pyridin-3-yl)oxazolidin-2-one C1(=CC(=CC=C1)C#CC=1C=C(C=NC1)N1C(OCC1)=O)C